carboxy-2-hydroxypropanoate C(=O)(O)OC(C(C)O)=O